2-((1R,2R,4S)-1-(2-naphthoyl)-4-phenylbicyclo[2.1.1]hexan-2-yl)isonicotinonitrile C1=C(C=CC2=CC=CC=C12)C(=O)C12[C@@H](CC(C1)(C2)C2=CC=CC=C2)C=2C=C(C#N)C=CN2